cyclopentyl-(4-(3-((4-ethyl-5-methylthiazol-2-yl)amino)-2-methylbenzyl)piperazin-1-yl)methanone C1(CCCC1)C(=O)N1CCN(CC1)CC1=C(C(=CC=C1)NC=1SC(=C(N1)CC)C)C